O.[PH2](=O)[O-].[Na+] sodium hypophosphite monohydrate